N1(CCCC1)CC1(CCCC1)CNC(=O)C1=CC2=C(S1)CCCCCC2 N-{[1-(pyrrolidin-1-ylmethyl)cyclopentyl]methyl}-4H,5H,6H,7H,8H,9H-cycloocta[b]thiophene-2-carboxamide